ClNC(N(N=O)CC)=O chloro-ethyl-nitrosourea